CN1C(=O)N(C(=O)C(C1=O)C1CCCC1)C 1,3-dimethyl-5-cyclopentylbarbituric acid